2-(4-bromo-2-(1,1-difluoroethyl)phenoxy)-3-fluoropropan-1-ol BrC1=CC(=C(OC(CO)CF)C=C1)C(C)(F)F